C(CCCCCC)OC1=CC=C(C=C1)C1=CC=C(C=C1)C#N 4-heptyloxy-4'-cyanobiphenyl